C1(CC1)NS(=O)(=O)N (cyclopropylamino)sulfonamide